ClC1=CC(=C(C=C1Cl)[C@H](N[S@@](=O)C(C)(C)C)C1CCN(CC1)C(=O)C1=CNC(C=C1)=O)OCC=C (S)-N-[(R)-[4,5-dichloro-2-(prop-2-en-1-yloxy)phenyl][1-(6-oxo-1,6-dihydropyridine-3-carbonyl)piperidin-4-yl]methyl]-2-methylpropane-2-sulfinamide